methyl acrylate octyl-methacrylate C(CCCCCCC)OC(C(=C)C)=O.C(C=C)(=O)OC